Benzyl (4-(1-(cyclopentylmethyl)-4-(4-fluorophenyl)-1H-imidazol-5-yl)pyrimidin-2-yl)carbamate C1(CCCC1)CN1C=NC(=C1C1=NC(=NC=C1)NC(OCC1=CC=CC=C1)=O)C1=CC=C(C=C1)F